(S)-3-((4-(benzyloxy)-6-chloropyridin-2-yl)oxy)pyrrolidine-1-carboxylic acid tert-butyl ester C(C)(C)(C)OC(=O)N1C[C@H](CC1)OC1=NC(=CC(=C1)OCC1=CC=CC=C1)Cl